1,1'-diacryl-4,4'-trimethylenedipiperidine C(=O)(C=C)C(CCC1CCN(CC1)C(=O)C=C)C1CCNCC1